FC(OC1=CC=C(C(=O)NCC2=C(C=CC3=C2N(C=N3)C)C)C=C1)F 4-(difluoromethoxy)-N-((1,6-dimethyl-1H-benzimidazol-7-yl)methyl)benzamide